(R)-1-(4-(2-(4-((R)-2-acetoxy-3-chloropropoxy)-3-chlorophenyl)propan-2-yl)-2-chlorophenoxy)-3-methoxypropan-2-yl acetate C(C)(=O)O[C@@H](COC1=C(C=C(C=C1)C(C)(C)C1=CC(=C(C=C1)OC[C@H](CCl)OC(C)=O)Cl)Cl)COC